C(CCCCCCCCCCCC)OC(CCCCC(CCCCCCCCCC)N(CCN(C)C)C(CCCCCCC(=O)OCC(CCCCCC)CCCC)=O)=O 6-(8-((2-Butyloctyl)oxy)-N-(2-(dimethylamino)ethyl)-8-oxooctanoylamino)-hexadecanoic acid tridecyl ester